[O-]S(=O)(=O)C(F)(F)F.C(C)N1C(=[N+](C=C1)C)C 1-ethyl-2,3-dimethylimidazolium triflate